Methyl (3R,5S)-4-(3-iodo-1-((2-(trimethylsilyl)ethoxy)methyl)-1H-pyrazolo[4,3-d]pyrimidin-5-yl)-3,5-dimethylpiperazine-1-carboxylate IC1=NN(C2=C1N=C(N=C2)N2[C@@H](CN(C[C@@H]2C)C(=O)OC)C)COCC[Si](C)(C)C